NCC1=CC2=C(N(C(=N2)CN2C(N(C3=C2C=C(C=C3)F)C)=O)CCC(F)F)C=C1 3-((5-(aminomethyl)-1-(3,3-difluoropropyl)-1H-benzo[d]imidazol-2-yl)methyl)-5-fluoro-1-methyl-1,3-dihydro-2H-benzo[d]imidazol-2-one